5,5'-iminobis[1-(4-vinylbenzyl)-1H-tetrazole] N(C1=NN=NN1CC1=CC=C(C=C1)C=C)C1=NN=NN1CC1=CC=C(C=C1)C=C